NC=1C2=C(N=CN1)N(C=C2C#CC2=C(C=CC=C2F)OCC2CC2)[C@@H]2O[C@@H]([C@H]([C@H]2O)O)CN=[SH+] 4-amino-5-[2-[2-(cyclopropyl-methoxy)-6-fluorophenyl]ethynyl]-7-[(2R,3R,4S,5R)-3,4-dihydroxy-5-[(sulf-anioylamino)methyl]tetrahydrofuran-2-yl]pyrrolo[2,3-d]pyrimidine